2-((2S,5S)-2-((1,1-difluoropropoxy)methyl)-5-(4-(trifluoromethyl)phenyl)piperidin-1-yl)pyrimidine-5-carboxylic acid FC(CC)(OC[C@H]1N(C[C@@H](CC1)C1=CC=C(C=C1)C(F)(F)F)C1=NC=C(C=N1)C(=O)O)F